NC1=NC=2C=CC(=CC2C2=C1C(=NO2)C)C(=O)N(CC2=NC=C(C=C2)C(F)(F)F)[C@@H](C)C2=NC=CC=N2 4-amino-3-methyl-N-((1S)-1-(2-pyrimidinyl)ethyl)-N-((5-(trifluoromethyl)-2-pyridinyl)methyl)[1,2]oxazolo[4,5-c]quinoline-8-carboxamide